tert-butyl N-[[4-[[2-(tert-butoxycarbonylamino)-5-pyrimidin-2-yl-phenyl]carbamoyl]phenyl]-methyl-oxo-sulfanylidene]carbamate C(C)(C)(C)OC(=O)NC1=C(C=C(C=C1)C1=NC=CC=N1)NC(=O)C1=CC=C(C=C1)S(=NC(OC(C)(C)C)=O)(=O)C